N1(CCCC1)C1=CC=C(OCC(=O)N2CC3N(C(C4=C(NC3=O)C=CC(=C4)C4=CC(=CC=C4)C(F)(F)F)=O)CC2)C=C1 2-(2-(4-(pyrrolidin-1-yl)phenoxy)acetyl)-8-(3-(trifluoromethyl)phenyl)-1,3,4,12a-tetrahydrobenzo[e]pyrazino[1,2-a][1,4]diazepine-6,12(2H,11H)-dione